Disodium 4,4'-bis(2-sulfostyryl)biphenyl S(=O)(=O)(O)C1=C(C=CC2=CC=C(C=C2)C2=CC=C(C=C2)C=CC2=C(C=CC=C2)S(=O)(=O)O)C=CC=C1.[Na].[Na]